NC1=CC(=CC=C1)N 1,3-Diamino-benzol